ClC1=C(C=CC(=C1)F)C1=CC(OC2=CC(=CC=C12)O[C@@H](C(=O)N1C[C@@H](CCC1)CC(=O)OC)C)=O methyl 2-[(3S)-1-[(2R)-2-[4-(2-chloro-4-fluoro-phenyl)-2-oxo-chromen-7-yl]oxypropanoyl]-3-piperidyl]acetate